Ethyl 3-(2-acetamidoethyl)-1H-indole-5-carboxylate C(C)(=O)NCCC1=CNC2=CC=C(C=C12)C(=O)OCC